5',8'-dihydro-6'H-spiro[chromane-4,7'-quinazoline]-2',4'-diol N1=C(N=C(C=2CCC3(CC12)CCOC1=CC=CC=C13)O)O